N[C@@H]1[C@@H](OCC12CCN(CC2)C2=NC=C(NC2=O)SC=2C(=C(C=CC2)NC(=O)C2=C(N=C1N(C2=O)C=CC=C1)O)Cl)C N-(3-((5-((3S,4S)-4-Amino-3-methyl-2-oxa-8-azaspiro[4.5]decan-8-yl)-6-oxo-1,6-dihydropyrazin-2-yl)thio)-2-chlorophenyl)-2-hydroxy-4-oxo-4H-pyrido[1,2-a]pyrimidin-3-carboxamid